8-methyl-2-[(2R)-tetrahydrofuran-2-ylmethyl]-N-[(2S)-tetrahydrofuran-2-ylmethyl]-4,5-dihydro-2H-furo[2,3-g]indazole-7-carboxamide CC1=C(OC=2CCC3=CN(N=C3C21)C[C@@H]2OCCC2)C(=O)NC[C@H]2OCCC2